3-nitrobenzenesulfonylAmine [N+](=O)([O-])C=1C=C(C=CC1)S(=O)(=O)N